1-(6,8-Dibromo-4-(7-fluoro-1H-indazol-4-yl)-5-methoxy-2-oxo-1,2-dihydro-1,7-naphthyridin-3-yl)pyridin-1-ium chloride [Cl-].BrC=1C(=C2C(=C(C(NC2=C(N1)Br)=O)[N+]1=CC=CC=C1)C1=C2C=NNC2=C(C=C1)F)OC